FC(C=1C=C(C=C(C1)C(F)(F)F)C1=NN(C=N1)\C=C/1\C(N(C(N1C)=O)CCN(C)C)=O)(F)F (Z)-5-((3-(3,5-bis(trifluoromethyl)phenyl)-1H-1,2,4-triazol-1-yl)methylene)-3-(2-(Dimethylamino)ethyl)-1-methylimidazoline-2,4-dione